N1N=CC(=C1)C1=NC(=CC(=C1)NCC=1C=NC(=NC1)C=1C=C(C#N)C=CC1)C(F)(F)F 3-(5-(((2-(1H-Pyrazol-4-yl)-6-(trifluoromethyl)pyridin-4-yl)amino)methyl)pyrimidin-2-yl)benzonitrile